COC=1C=C(C=CC1OC)[C@@H](C)NC(C1=C(C=CC=C1)CCCNC(C=C)=O)=O N-[(1R)-1-(3,4-Dimethoxyphenyl)ethyl]-2-[3-(prop-2-enoylamino)propyl]benzamide